(R)-3-tert-butyloxycarbonylaminopiperidine C(C)(C)(C)OC(=O)N[C@H]1CNCCC1